FC1=CC=C(CC=2C=3N(C4=C(C2)NCC4(C)C)N=C(N3)C(=O)OCC)C=C1 ethyl 4-(4-fluorobenzyl)-8,8-dimethyl-7,8-dihydro-6H-pyrrolo[2,3-e][1,2,4]triazolo[1,5-a]pyridine-2-carboxylate